(1R,2S)-N1,N2-dimethylcyclohexane-1,2-diamine CN[C@H]1[C@H](CCCC1)NC